4-(7-fluoro-1H-indol-2-yl)-5-hydroxy-N-methoxy-2-oxo-5-pentyl-2,5-dihydrofuran-3-carboxamide FC=1C=CC=C2C=C(NC12)C1=C(C(OC1(CCCCC)O)=O)C(=O)NOC